C(C1=CC=CC=C1)(=O)NC1=C(N=C(N1)Br)C(=O)N.[Ar] argon 5-benzamido-2-bromo-1H-imidazole-4-carboxamide